pivaloyl hydrogen peroxide C(C(C)(C)C)(=O)OO